OC(C(C(=O)O)C(C)C)C 3-HYDROXY-2-(PROPAN-2-YL)BUTANOIC ACID